(2S,4R)-2-[1-(3,3-difluorocyclobutyl)-6-keto-3-pyridyl]tetrahydropyran FC1(CC(C1)N1C=C(C=CC1=O)[C@H]1OCCCC1)F